C1(=C(C=CC2=CC=CC=C12)P(C1=CC=CC=C1)C1=CC=CC=C1)C1=C(C=CC2=CC=CC=C12)P(C1=CC=CC=C1)C1=CC=CC=C1 1,1'-binaphthyl-2,2'-diylbis(diphenylphosphane)